2-(2-fluoro-5-methoxy-phenyl)-4-[[5-(4-hydroxy-1-piperidyl)-2-pyridyl]amino]-6H-1,6-naphthyridin-5-one FC1=C(C=C(C=C1)OC)C1=NC=2C=CNC(C2C(=C1)NC1=NC=C(C=C1)N1CCC(CC1)O)=O